4-bromo-3-chloro-1,1'-biphenyl BrC1=C(C=C(C=C1)C1=CC=CC=C1)Cl